S1C(=NC=C1)C1=CC=C(C=2N=C(OC21)N2CC1CCC(C2)N1C(=O)OC(C)(C)C)C(C(F)(F)F)O tert-Butyl 3-(7-(thiazol-2-yl)-4-(2,2,2-trifluoro-1-hydroxyethyl)benzo[d]oxazol-2-yl)-3,8-diazabicyclo[3.2.1]octane-8-carboxylate